O=C1N(CC1)C=1C=C(C=NC1)[C@H]1N(OCC1)C(=O)C1CCN(CC1)C1=NC=CC(=N1)C#N 2-[4-[(3S)-3-[5-(2-Oxoazetidin-1-yl)-3-pyridyl]isoxazolidine-2-carbonyl]-1-piperidyl]pyrimidine-4-carbonitrile